2-(3,4-dichlorophenyl)-5,6,7,8-tetrahydro-10H-oxazolo[5,4-d]pyrido[1,2-a]pyrimidin-10-one ClC=1C=C(C=CC1Cl)C=1OC=2N=C3N(C(C2N1)=O)CCCC3